CN(C)CC1=CC=C(C(=O)NCC=2N=NN(C2)[C@@H](CC(=O)NO)CC2=CC3=CC=CC=C3C=C2)C=C1 4-[(dimethylamino)methyl]-N-[[1-[(1R)-3-(hydroxyamino)-1-(2-naphthylmethyl)-3-oxo-propyl]triazol-4-yl]methyl]benzamide